1,2-dioleoyl-sn-glycero-3-phosphomethanol C(CCCCCCC\C=C/CCCCCCCC)(=O)OC[C@@H](OC(CCCCCCC\C=C/CCCCCCCC)=O)COP(=O)(O)OC